NC=1N=NC(=CC1N1C[C@H](CCC1)C1=C(C=C(C(=O)OC)C=C1)F)C1=C(C=CC=C1)O |o1:9| Methyl (R*)-4-(1-(3-amino-6-(2-hydroxyphenyl)pyridazin-4-yl)piperidin-3-yl)-3-fluorobenzoate